2-(1-Methyl-2-oxo-8-phenoxy-1,2,3,4-tetrahydroquinolin-3-yl)acetamide tert-butyl-4-(3-(4-cyanophenyl)-4-oxo-4,5-dihydropyrazolo[1,5-a]pyrazin-6-yl)piperidine-1-carboxylate C(C)(C)(C)OC(=O)N1CCC(CC1)C=1NC(C=2N(C1)N=CC2C2=CC=C(C=C2)C#N)=O.CN2C(C(CC1=CC=CC(=C21)OC2=CC=CC=C2)CC(=O)N)=O